OC(C)C=1C=C(C2=C(N=C(O2)N2CC3N(C(C2)C3)C(=O)OC(C)(C)C)C1)C=1SC=CN1 tert-Butyl 3-(5-(1-hydroxyethyl)-7-(thiazol-2-yl)benzo[d]oxazol-2-yl)-3,6-diazabicyclo[3.1.1]heptane-6-carboxylate